NCCNC1=C2N=CN(C2=NC=N1)CC(=O)N1[C@@H](C[C@H](C1)F)C(=O)NCC1=C(C(=CC=C1)Cl)F (2s,4r)-1-(2-(6-((2-aminoethyl)amino)-9H-purin-9-yl)acetyl)-N-(3-chloro-2-fluorobenzyl)-4-fluoropyrrolidine-2-carboxamide